1-(4-(6-(3-(5-cyclopropoxy-pyridin-2-yl)-1,2,4-thiadiazol-5-ylamino)pyridin-3-yl)piperazin-1-yl)ethanone C1(CC1)OC=1C=CC(=NC1)C1=NSC(=N1)NC1=CC=C(C=N1)N1CCN(CC1)C(C)=O